N-ethyl-5-(4-((8-methyl-6-oxo-7-(trifluoromethyl)-5,6-dihydro-1,5-naphthyridin-3-yl)methyl)piperazin-1-yl)picolinamide C(C)NC(C1=NC=C(C=C1)N1CCN(CC1)CC=1C=NC=2C(=C(C(NC2C1)=O)C(F)(F)F)C)=O